CN1C(=NC2=C(C1=O)SC=C2C(C)NC2=C(C(=O)OC)C=CC=C2)N2CCCCC2 Methyl 2-((1-(3-methyl-4-oxo-2-(piperidin-1-yl)-3,4-dihydrothieno[3,2-d]pyrimidin-7-yl)ethyl)amino)benzoate